FC(C=1C=C(C=CC1F)C1=CN=C(C(=N1)CN1CC2(CC2)OC1=O)C)F 5-[[6-[3-(Difluoromethyl)-4-fluoro-phenyl]-3-methyl-pyrazin-2-yl]methyl]-7-oxa-5-azaspiro[2.4]heptan-6-one